1,5-bis(2-propyn-1-ylthio)naphthalene C(C#C)SC1=CC=CC2=C(C=CC=C12)SCC#C